di(methoxybutyl) peroxydicarbonate C(=O)(OCCCCOC)OOC(=O)OCCCCOC